ClC1=CC=C2C(=NC(N(C2=C1)C1=CC=CC=C1)=O)N1C[C@@H](CC1)O (R)-7-chloro-4-(3-hydroxypyrrolidin-1-yl)-1-phenylquinazolin-2(1H)-one